(2S,3S,4R,5R)-4-ethynyl-2-fluoro-2-(hydroxymethyl)-5-(6-(((4-methoxyphenyl)diphenylmethyl)amino)-9H-purin-9-yl)tetrahydrofuran-3,4-diol C(#C)[C@]1([C@@H]([C@](O[C@H]1N1C2=NC=NC(=C2N=C1)NC(C1=CC=CC=C1)(C1=CC=CC=C1)C1=CC=C(C=C1)OC)(CO)F)O)O